C(C)N(C(C(C1=CC=CC=C1)OC(=O)C)=O)CC N,N-diethyl-2-acetoxyl-2-phenylacetamide